ONC(CCCCCCNC(=O)C1=CC=C(C=C1)NC1=NC=C(C(=N1)NC1=C(C=CC=C1)N(S(=O)(=O)C)C)C(=O)OC(C)C)=O isopropyl 2-((4-((7-(hydroxyamino)-7-oxoheptyl)carbamoyl)phenyl)amino)-4-((2-(N-methylmethylsulfonamido)phenyl)amino)pyrimidine-5-carboxylate